FC1=C(C=CC(=C1)C=1C=NN(C1)C1OCCCC1)N1CCC(CC1)C(=O)N1CC2C(C1)CCC2 (1-(2-fluoro-4-(1-(tetrahydro-2H-pyran-2-yl)-1H-pyrazol-4-yl)phenyl)piperidin-4-yl)(hexahydrocyclopenta[c]pyrrol-2(1H)-yl)methanone